(1S,4R)-2-azabicyclo[2.2.1]heptan-3-one [C@H]12NC([C@H](CC1)C2)=O